(S)-(4-fluorophenyl)(2-((4-(4-methylpiperazin-1-yl)phenyl)amino)-4-((tetrahydrofuran-3-yl)oxy)-7H-pyrrolo[2,3-d]pyrimidin-5-yl)methanone FC1=CC=C(C=C1)C(=O)C1=CNC=2N=C(N=C(C21)O[C@@H]2COCC2)NC2=CC=C(C=C2)N2CCN(CC2)C